C(C)OC(\C(=C\N(C)C)\C1=CC(=NC=C1)OC)=O (E)-3-(dimethylamino)-2-(2-methoxypyridin-4-yl)acrylic acid ethyl ester